COC(=O)C1=C2C(=NC=C1)C=C(N2COCC[Si](C)(C)C)Cl chloro-1-((2-(trimethylsilyl)ethoxy)methyl)-1H-pyrrolo[3,2-b]pyridine-7-carboxylic acid methyl ester